C1CCC2=C(C=CC=C12)OC=1C=C2CCCCC2=CC1 6-(2,3-dihydro-1H-inden-4-yloxy)-1,2,3,4-tetrahydronaphthalene